[Ta].[Si]=O silicon oxide tantalum